5-hydroxy-1-methyl-3-chloromethyl-1H-pyrazole OC1=CC(=NN1C)CCl